4-chloro-2-(7-chloro-5-(trifluoromethyl)-1H-1,3-benzodiazepine-2-yl)aniline ClC1=CC(=C(N)C=C1)C=1NC2=C(C(=CN1)C(F)(F)F)C=C(C=C2)Cl